COC=1C=CC=C2C(=CC=NC12)C1CCN(CC1)C(=O)O.C1(=CC=CC=C1)C=1N=C(OC1C1=CC=CC=C1)C=CC(=O)N 3-(4,5-diphenyloxazol-2-yl)propenamide 4-(8-methoxyquinolin-4-yl)piperidine-1-carboxylate